2-Fluoro-2-(4-(1-(4-(perfluoroethoxy)phenyl)-1H-1,2,4-triazol-3-yl)phenyl)ethyl (Z)-(3-(2-isopropyl-5-methylphenyl)-4-oxothiazolidin-2-ylidene)carbamate C(C)(C)C1=C(C=C(C=C1)C)N1/C(/SCC1=O)=N/C(OCC(C1=CC=C(C=C1)C1=NN(C=N1)C1=CC=C(C=C1)OC(C(F)(F)F)(F)F)F)=O